[N+](=O)([O-])C1=CC=C(NC([C@@H](NC([C@H]2N(CCC2)C([C@@H](NC([C@@H](NC(C(CC(=O)O)OC)=O)C)=O)C)=O)=O)C(C)C)=O)C=C1 N-(Methoxysuccinyl)-L-alanyl-L-alanyl-L-prolyl-L-valine p-nitroanilide